N1(CCOCC1)C=1C2=C(N=CN1)NC(=C2)C2=CC=C(C=C2)C2N(CCC2S(=O)(=O)N)C2CNCCC2 {4-[4-(morpholin-4-yl)-7H-pyrrolo[2,3-d]pyrimidin-6-yl]phenyl}-1-(piperidin-3-yl)pyrrolidine-3-sulfonamide